N-[5-tert-butyl-4-[3-(4-methylpiperazin-1-yl)phenoxy]-6-(o-tolyl)pyrimidin-2-yl]-1-methyl-pyrazole-4-sulfonamide C(C)(C)(C)C=1C(=NC(=NC1C1=C(C=CC=C1)C)NS(=O)(=O)C=1C=NN(C1)C)OC1=CC(=CC=C1)N1CCN(CC1)C